5-(6-methoxypyrazolo[1,5-a]pyridin-2-yl)-8-(methylamino)-2,7-naphthyridin COC=1C=CC=2N(C1)N=C(C2)C2=C1C=CN=CC1=C(N=C2)NC